N-cyclohexylalanine C1(CCCCC1)N[C@@H](C)C(=O)O